ClC=1C(=NC=CC1OC=1N=CC(=NC1)N1CCC2(CC1)[C@@H](C1=CC=CC=C1C2)N[S@](=O)C(C)(C)C)N=C(C2=CC=CC=C2)C2=CC=CC=C2 (R)-N-((S)-1'-(5-((3-chloro-2-((diphenylmethylene)amino)pyridin-4-yl)oxy)pyrazin-2-yl)-1,3-dihydrospiro[indene-2,4'-piperidin]-1-yl)-2-methylpropane-2-sulfinamide